C(C)[C@]1(C(OCC=2C(N(C=CC21)CC=2N(C1=C(C=C(C=C1C(C2I)=C=O)F)\C(\C)=N/OC)C)=O)=O)O (S,Z)-4-ethyl-7-((6-fluoro-3-iodo-8-(1-(methoxyimino)ethyl)-1-methyl-4-carbonyl-1,4-dihydroquinolin-2-yl)methyl)-4-hydroxy-1,7-dihydro-3H-pyrano[3,4-c]pyridine-3,8(4H)-dione